N-((5-(1-cyclopropylethyl)-2,3-dihydro-1H-inden-4-yl)carbamoyl)-2-(2-hydroxypropan-2-yl)thiazole-5-sulfonimidamide C1(CC1)C(C)C=1C(=C2CCCC2=CC1)NC(=O)NS(=O)(=N)C1=CN=C(S1)C(C)(C)O